5-(4-Fluorobenzyl)-N-(4-(5-((4-hydroxy-4-methylpentyl)oxy)-2-methylphenyl)pyridin-2-yl)-4H-1,2,4-triazole-3-carboxamide FC1=CC=C(CC=2NC(=NN2)C(=O)NC2=NC=CC(=C2)C2=C(C=CC(=C2)OCCCC(C)(C)O)C)C=C1